6-benzyl-3-phenyl-6H-imidazo[1',2':1,6]pyrido[3,4-b]indole C(C1=CC=CC=C1)N1C=2C(C=3C=CC=CC13)=CC=1N(C2)C(=CN1)C1=CC=CC=C1